((1H-pyrazol-4-yl)methyl)-1-(2,4-dichlorophenyl)methylamine N1N=CC(=C1)CNCC1=C(C=C(C=C1)Cl)Cl